C1=C(C=CC2=CC=CC=C12)NC(OCC1=CC=CC=C1)=O Benzyl 2-naphthylcarbamate